C(C)(C)(C)OC(=O)N1C(=CC2=CC=CC=C12)S(=O)(=O)Cl 2-(chlorosulfonyl)-1H-indole-1-carboxylic acid tert-butyl ester